COC(=O)C1CC(C1)CN1CC2=C(CC1)N=C(N2C)C(=O)OC methyl 5-((3-(methoxycarbonyl)cyclobutyl)methyl)-3-methyl-4,5,6,7-tetrahydro-3H-imidazo[4,5-c]pyridine-2-carboxylate